3-{4-[(2-cyclopropylethyl)[(1r,4r)-4-({[1-(trifluoromethyl)cyclopropyl]methyl}amino)cyclohexyl]amino]-7-fluoro-1-oxo-3H-isoindol-2-yl}piperidine-2,6-dione C1(CC1)CCN(C1=C2CN(C(C2=C(C=C1)F)=O)C1C(NC(CC1)=O)=O)C1CCC(CC1)NCC1(CC1)C(F)(F)F